(S)-4-(1-(4-(thiophen-3-yl)-1-(4-(trifluoromethyl)benzyl)-1h-1,2,3-triazole-5-carboxamido)ethyl)benzoic acid S1C=C(C=C1)C=1N=NN(C1C(=O)N[C@@H](C)C1=CC=C(C(=O)O)C=C1)CC1=CC=C(C=C1)C(F)(F)F